N,N-dimethyl-cysteamine CN(CCS)C